ClC1=CC2=C(N(C(N=C2N2[C@H](CN(CC2)C(C=C)=O)C)=O)C2=C(C=CC=C2)C(C)C)N=C1N1CCCC1 6-chloro-4-((2S)-2-methyl-4-(2-propenoyl)-1-piperazinyl)-1-(2-(2-propanyl)phenyl)-7-(1-pyrrolidinyl)pyrido[2,3-d]pyrimidin-2(1H)-one